C(C)NC1=C2C(=NC(=C1)NC1=CC=C(C=3OCCOC31)C(=O)N3CCC(CC3)N3CCOCC3)NC=C2C#N 4-(ethylamino)-6-((8-(4-morpholinopiperidine-1-carbonyl)-2,3-dihydrobenzo[b][1,4]dioxin-5-yl)amino)-1H-pyrrolo[2,3-b]pyridine-3-carbonitrile